FC1=C(C(=NN1C)C)C(=O)NC1=C(C=CC=C1)C(C)CC(C)C 5-fluoro-1,3-dimethyl-N-[2-(4-methylpentan-2-yl)phenyl]-1H-pyrazole-4-carboxamide